undecane-2,9-diol CC(CCCCCCC(CC)O)O